2-amino-3-methyl-N-methyl-d3-pyrimidin-2-ylquinoline-6-carbohydrazide NC1(N=CC=CN1C)C1=NC2=CC=C(C=C2C=C1)C(=O)N(N)C([2H])([2H])[2H]